METHYLTHIONIN CHLORID [Cl-].CC=1SC=CC=CC=CC1